FC1(CN(C1)C=1C=C(C=CC1)C1=CC=C(C=C1)[C@H](CO)NC(=O)NC=1N=C(SC1)C#C)F (R)-1-(1-(3'-(3,3-Difluoroazetidin-1-yl)-[1,1'-biphenyl]-4-yl)-2-hydroxyethyl)-3-(2-ethynylthiazol-4-yl)urea